C(C1=CC=CC=C1)(=O)N1C2CN(CC1CC2)C(=O)[C@H]2N(CCC2)C(=O)OC(C)(C)C tert-butyl (2S)-2-(8-benzoyl-3,8-diazabicyclo[3.2.1]octan-3-carbonyl)pyrrolidin-1-carboxylate